NC(C(=O)O)C1=CC=CC2=CC=CC=C12 2-amino-2-(naphthalen-1-yl)acetic acid